N-carboxyvinyl-alpha-propylamine C(=O)(O)C=CNCCC